ClC1=CC=C(C(=O)NC2CCC(CC2)NC2=CC=CC=3N2C=C(N3)C(F)F)C=C1 4-chloro-N-[(1s,4s)-4-{[2-(difluoromethyl)imidazo[1,2-a]pyridin-5-yl]amino}cyclohexyl]benzamide